2-dimethylamino-2,4,6,8-tetramethyl-cyclotetrasiloxane CN([Si]1(O[SiH](O[SiH](O[SiH](O1)C)C)C)C)C